FC=1C=C(C=CC1OC)[C@H](CC(=O)O)N1C(C=2N(CC1)C=C(C2)CCC2NC1=NC=CC=C1CC2)=O (3S)-3-(3-fluoro-4-methoxyphenyl)-3-(1-oxo-7-(2-(1,2,3,4-tetrahydro-1,8-naphthyridin-2-yl)ethyl)-3,4-dihydropyrrolo[1,2-a]pyrazin-2(1H)-yl)propionic acid